[2-[(2S)-2-[tert-butyl(dimethyl)silyl]oxypropyl]-5-isopropoxy-pyrazol-3-yl]methanol [Si](C)(C)(C(C)(C)C)O[C@H](CN1N=C(C=C1CO)OC(C)C)C